N1CC(CCC1)C1CC(NC1)=O 4-(piperidin-3-yl)pyrrolidin-2-one